OCCC[C@@H](C(=O)OCC1=CC=CC=C1)NC(=O)OC benzyl (2S)-5-hydroxy-2-(methoxycarbonylamino)pentanoate